7-bromo-5-iodopyrrolo[2,1-f][1,2,4]triazin-4-amine BrC1=CC(=C2C(=NC=NN21)N)I